CC1([C@H]2CN([C@@H]([C@@H]12)C(=O)O)C([C@H](C(C)C)NC(=O)[C@H]1COCC1)=O)C (1R,2S,5S)-6,6-dimethyl-3-[(2S)-3-methyl-2-[[(3R)-tetrahydrofuran-3-carbonyl]amino]butanoyl]-3-azabicyclo[3.1.0]hexane-2-carboxylic acid